Aminophenylpropyl-trimethoxysilane NCO[Si](OC)(OC)CCCC1=CC=CC=C1